C1=CC=CC=2C3=CC=CC=C3C(C12)COC(=O)N[C@@H](CCC(NC[C@@H]1O[C@@H]([C@H]([C@@H]([C@H]1O)O)O)C(N)=O)=O)C(=O)OCC1=CC=CC=C1 Benzyl N2-(((9H-fluoren-9-yl)methoxy)carbonyl)-N5-(((2S,3R,4R,5S,6S)-6-carbamoyl-3,4,5-trihydroxytetrahydro-2H-pyran-2-yl)methyl)-L-glutaminate